5-{(benzyloxy)methyl}bicyclo[2.2.1]hept-2-ene C(C1=CC=CC=C1)OCC1C2C=CC(C1)C2